4-fluoro-3-(2-hydroxyethoxy)-6-(1-methylimidazole-4-carbonyl)isoindolin-1-one FC1=C2C(NC(C2=CC(=C1)C(=O)C=1N=CN(C1)C)=O)OCCO